[1-(3-ethyl-3-oxetanylmethoxy) ethyl]Phenyl ether C(C)C1(COC1)COC(C)OC1=CC=CC=C1